FC=1C=C(C=C(C1)F)N1[C@H](CN(CC1)C(C=C)=O)C 1-[(3S)-4-(3,5-difluorophenyl)-3-methyl-piperazin-1-yl]prop-2-en-1-one